1-(3-(5-(4-(trifluorometh-yl)phenoxy)-1,2,3,4-tetrahydroisoquinoline-2-carbonyl)azetidin-1-yl)prop-2-en-1-one FC(C1=CC=C(OC2=C3CCN(CC3=CC=C2)C(=O)C2CN(C2)C(C=C)=O)C=C1)(F)F